NC=1C2=C(N=CN1)N(C(=C2C2=CC(=C(C=C2)N=S2(CCCC2)=O)F)C2=CC=C(C=C2)NC(C(=C)C)=O)C N-(4-(4-amino-5-(3-fluoro-4-((1-oxotetrahydro-1λ6-thiophene-1-ylidene)amino)phenyl)-7-methyl-7H-pyrrolo[2,3-d]pyrimidin-6-yl)phenyl)methacrylamide